[Na+].C(CCCCCCCCCCCCCCCCCCCCCCCCC)(=O)[O-] cerotic acid, sodium salt